4-(1-(3-(2-((5-methyl-2H-tetrazol-2-yl)methyl)-4-(trifluoromethyl)phenyl)propanoyl)piperidin-4-yl)benzenesulfonamide CC=1N=NN(N1)CC1=C(C=CC(=C1)C(F)(F)F)CCC(=O)N1CCC(CC1)C1=CC=C(C=C1)S(=O)(=O)N